1,3-Di-tert-butyl-5-(2-nitrobenzyl)benzene C(C)(C)(C)C1=CC(=CC(=C1)CC1=C(C=CC=C1)[N+](=O)[O-])C(C)(C)C